FC(C(C(C(C(C(C(F)(F)F)(F)F)(F)F)(F)F)(F)F)(F)F)(OC=1C=C(C(C#N)=CC1)C#N)F 4-(perfluoro-1-heptyloxy)phthalonitrile